C(C1=C(C#N)C(=CC=C1)[2H])#N phthalonitrile-d